C(CC1=CC=CC=C1)NP(C1=CC(=CC=C1)[Si](CCCC)(CCCC)CCCC)C1=CC(=CC=C1)[Si](CCCC)(CCCC)CCCC N-phenethyl-1,1-bis(3-(tributylsilyl)phenyl)phosphanamine